FC(C(CC(C)=O)=O)(F)F 1-trifluoromethyl-1,3-butanedione